CN1N2C(C3=CC=C(C=C3C1)C(=O)OC)=CC=C2 methyl 5-methyl-5,6-dihydropyrrolo[2,1-a]phthalazine-8-carboxylate